COC(=O)C1=CC=C(C=C1)[C@H]1N(CCC(C1)=COC)C(=O)OCC1=CC=CC=C1 (S)-Benzyl 2-(4-(methoxycarbonyl)phenyl)-4-(methoxymethylene)piperidine-1-carboxylate